1-(4-(4-(6-(pyridin-3-yl)imidazo[1,2-b]pyridazin-3-yl)pyridin-2-yl)piperazin-1-yl)ethan-1-one N1=CC(=CC=C1)C=1C=CC=2N(N1)C(=CN2)C2=CC(=NC=C2)N2CCN(CC2)C(C)=O